Cl.FC(OC1=CC=C(C=C1)C1=CN=C2N1C=CN=C2NC2=CC(=C(C(=O)N(C)CCC1CCN(CC1)CCCC(=O)O)C=C2)C)F 4-(4-(2-(4-((3-(4-(difluoromethoxy)phenyl)imidazo[1,2-a]pyrazin-8-yl)amino)-N,2-dimethylbenzamido)ethyl)piperidin-1-yl)butanoic acid hydrochloride